2-chloro-6-[3-(2,2-dicyclohexylethoxy)pyrazol-1-yl]-N-(1,3-dimethylpyrazol-4-yl)sulfonyl-pyridine-3-carboxamide ClC1=NC(=CC=C1C(=O)NS(=O)(=O)C=1C(=NN(C1)C)C)N1N=C(C=C1)OCC(C1CCCCC1)C1CCCCC1